CC=1N=C(N=NC1C1=C(C=C(C=C1)C(F)(F)F)O)N1CC[C@H]2[C@@H]1CN(CC2)C 2-(5-methyl-3-((3aS,7aR)-6-methyloctahydro-1H-pyrrolo[2,3-c]pyridin-1-yl)-1,2,4-triazin-6-yl)-5-(trifluoromethyl)phenol